2,2',2''-(10-{3-[2-(4-ethoxyphenyl)ethoxy]-1-methoxy-1-oxopropan-2-yl}-1,4,7,10-tetraaza-cyclododecane-1,4,7-triyl)triacetic acid C(C)OC1=CC=C(C=C1)CCOCC(C(=O)OC)N1CCN(CCN(CCN(CC1)CC(=O)O)CC(=O)O)CC(=O)O